BrC=1C(N(C2=CC(=C(C=C2C1NC(C(CO)(F)F)C1CC1)Br)F)C1CC1)=O 3,6-dibromo-1-cyclopropyl-7-fluoro-4-[[1-cyclopropyl-2,2-difluoro-3-hydroxy-propyl]amino]quinolin-2-one